ClC1=C(C=CC=C1)C1=C(C(=CC=C1)C1=NC=2CCN(CC2C=C1)C[C@H]1NC(CC1)=O)Cl 2,2'-dichloro-3'-(6-(((S)-5-oxopyrrolidin-2-yl)methyl)-5,6,7,8-tetrahydro-1,6-naphthyridin-2-yl)-[1,1'-biphenyl]